C(=O)(OC(C)(C)C)NO Boc-amino alcohol